4-((1-((2,4-dichlorophenyl)sulfonyl)-3-(hydroxymethyl)azetidin-3-yl)methoxy)-3-methoxybenzonitrile ClC1=C(C=CC(=C1)Cl)S(=O)(=O)N1CC(C1)(CO)COC1=C(C=C(C#N)C=C1)OC